1-[(2,4-difluorophenyl)methyl]-1-[(3R,4S)-1,3-dimethylpiperidin-4-yl]-3-{[4-(propan-2-yloxy)phenyl]methyl}urea FC1=C(C=CC(=C1)F)CN(C(=O)NCC1=CC=C(C=C1)OC(C)C)[C@@H]1[C@@H](CN(CC1)C)C